C(C)N1CCC[C@@H]2CCC(C[C@@H]12)=O (4aR,8aR)-1-ethyloctahydroquinolin-7(1H)-one